BrC=1C=C(C=C(C1OC1=CC(=NC=C1)C(F)(F)F)F)CO [3-bromo-5-fluoro-4-[[2-(trifluoromethyl)-4-pyridyl]oxy]phenyl]methanol